FC=1C=C(C=CC1CS(=O)(=O)C)NC=1N=CC2=C(N1)CN(CC2)C(=O)OC(C)(C)C tert-butyl 2-{[3-fluoro-4-(methanesulfonylmethyl)phenyl]amino}-5H,6H,7H,8H-pyrido[3,4-d]pyrimidine-7-carboxylate